styrene-acrylic acid iso-octanoate C(CCCCC(C)C)(=O)O.C(=CC1=CC=CC=C1)C=CC(=O)O